FC1=CC=C(C=C1)N1C(=C(C2=C1C=C1C=NN(C1=C2)C(C(C)(C)C)=O)C2=CC=NC=C2)C2CCOCC2 1-[5-(4-fluorophenyl)-7-(4-pyridyl)-6-tetrahydropyran-4-yl-pyrrolo[2,3-f]indazol-1-yl]-2,2-dimethyl-propan-1-one